NC1=C2C(=NC=N1)N(N=C2C2=CC(=CC=C2)C(=O)N2CCOCC2)C(C)C=2OC1=CC=CC=C1C(C2C2=CC(=CC=C2)F)=O 2-(1-(4-amino-3-(3-(morpholine-4-carbonyl)phenyl)-1H-pyrazolo[3,4-d]pyrimidin-1-yl)ethyl)-3-(3-fluorophenyl)-4H-chromen-4-one